ONC(CCC1=CC2=C(S1)C=CC(=C2)NC(C2=CC=C(C=C2)C)=O)=O N-(2-(3-(hydroxyamino)-3-oxopropyl)benzo[b]thiophen-5-yl)-4-methylbenzamide